N-(2-chlorophenyl)-2-(ethyl((7-methyl-4-oxo-3,4-dihydroquinazolin-2-yl)methyl)amino)-N-methylacetamide ClC1=C(C=CC=C1)N(C(CN(CC1=NC2=CC(=CC=C2C(N1)=O)C)CC)=O)C